5-amino-2-(4-(2-(2-(3,3-difluoro-3-phosphonopropoxy)ethoxy)-2-methylphenylethyl)benzo[f][1,7]naphthyridin-8-yl)propionic acid NC1=NC2=C(C=3C=CCN(C13)CCC1C(C=CC=C1)(C)OCCOCCC(P(=O)(O)O)(F)F)C=CC(=C2)C(C(=O)O)C